di-dodecyl-malonamic acid C(CCCCCCCCCCC)C(C(=O)O)(C(=O)N)CCCCCCCCCCCC